4,4'-dibromo-2,2'-bis(bromomethyl)-1,1'-biphenyl BrC1=CC(=C(C=C1)C1=C(C=C(C=C1)Br)CBr)CBr